Methyl 2-(4-(ethylsulfonyl)piperazin-1-yl)propanoate C(C)S(=O)(=O)N1CCN(CC1)C(C(=O)OC)C